BrC1=CC=C(C=C1)CCN 2-(4-Bromophenyl)ethan-1-amine